6-(4-fluorophenyl)-5-[4-(4-formyl-1-piperidyl)phenyl]-8,9-dihydro-7H-benzo[7]annulene-2-carboxylic acid FC1=CC=C(C=C1)C1=C(C2=C(CCC1)C=C(C=C2)C(=O)O)C2=CC=C(C=C2)N2CCC(CC2)C=O